FC=1C=C(C(=C(C1)C(C(=O)OC)(C)C)OC)CC1=NC2=C(N1)C=CC(=C2)C(NCC2(CC2)C(F)(F)F)=O Methyl 2-[5-fluoro-2-methoxy-3-[[5-[[1-(trifluoromethyl)cyclopropyl]methylcarbamoyl]-1H-benzimidazol-2-yl]methyl]phenyl]-2-methyl-propanoate